C1(CC1)(C1CC1)C(=O)N[C@@H](CCOC1CC(C1)CCC1=NC=2NCCCC2C=C1)C(=O)O N-([1,1'-bi(cyclopropane)]-1-carbonyl)-O-((1S,3S)-3-(2-(5,6,7,8-tetrahydro-1,8-naphthyridin-2-yl)ethyl)cyclobutyl)-L-homoserine